2,3,6,7,10,11-hexabromotriphenylene-1,5,9-triamine BrC1=C(C2=C3C=C(C(=C(C3=C3C=C(C(=C(C3=C2C=C1Br)N)Br)Br)N)Br)Br)N